((8-((2,2'-dimethyl-3'-(3-morpholinopropoxy)-[1,1'-biphenyl]-3-yl)amino)-1,7-naphthyridin-3-yl)methyl)glycine CC1=C(C=CC=C1NC=1N=CC=C2C=C(C=NC12)CNCC(=O)O)C1=C(C(=CC=C1)OCCCN1CCOCC1)C